2-fluoro-N-(methylsulfonyl)benzamide FC1=C(C(=O)NS(=O)(=O)C)C=CC=C1